C12(CC3CC(CC(C1)C3)C2)NC2=CC=C(C(=O)N[C@@H](CC3CC3)CC3=CC(=CC=C3)OC)C=C2 4-[(adamantan-1-yl)amino]-N-[(2S)-1-cyclopropyl-3-(3-methoxyphenyl)propan-2-yl]benzamide